CC1=C(C(=O)P(C)(C)=O)C(=CC=C1)C 2,6-dimethylbenzoyldimethylphosphine oxide